myristyl palmitate C(CCCCCCCCCCCCCCC)(=O)OCCCCCCCCCCCCCC